N1(CC=CC2=CC=CC=C12)NC(=O)[O-] quinoline-1-carbamate